2-(2,6-dichlorobenzamido)-3-(3-((3-(5,6,7,8-tetrahydro-1,8-naphthyridin-2-yl)propoxy)methyl)azetidin-1-yl)propanoic acid ClC1=C(C(=O)NC(C(=O)O)CN2CC(C2)COCCCC2=NC=3NCCCC3C=C2)C(=CC=C1)Cl